3-(5-(4-(1-(azetidin-3-yl)-1H-pyrazol-4-yl)-1H-1,2,3-triazol-1-yl)-1-oxoisoindolin-2-yl)piperidine-2,6-dione N1CC(C1)N1N=CC(=C1)C=1N=NN(C1)C=1C=C2CN(C(C2=CC1)=O)C1C(NC(CC1)=O)=O